5-bromo-2-(3,9-diazaspiro[5.5]undecan-3-yl)benzonitrile BrC=1C=CC(=C(C#N)C1)N1CCC2(CC1)CCNCC2